(4-(1H-indazol-3-yl)phenyl)(4-(5-methyl-1H-imidazol-2-yl)piperidin-1-yl)methanone N1N=C(C2=CC=CC=C12)C1=CC=C(C=C1)C(=O)N1CCC(CC1)C=1NC(=CN1)C